ClC=1C(=NC(=NC1)NC1CCC(CC1)C(=O)O)C1=CC=C(C=C1)F 4-((5-chloro-4-(4-fluorophenyl)pyrimidin-2-yl)amino)cyclohexane-1-carboxylic acid